1,3-bis(phenylthio)benzene C1(=CC=CC=C1)SC1=CC(=CC=C1)SC1=CC=CC=C1